C(C)(C)(C)OC(=O)N1C=CC2=C(C(=CC(=C12)C)OC)CN1[C@@H](CC(CC1)C1=NC(=CC=C1)OC)C1=CC=C(C=C1)C(=O)OC (S)-5-methoxy-4-((2-(4-(methoxycarbonyl)phenyl)-4-(6-methoxypyridin-2-yl)piperidin-1-yl)methyl)-7-methyl-1H-indole-1-carboxylic acid tert-butyl ester